2-(5-fluoropyridin-2-yl)-3-(1-((2-(trimethylsilyl)ethoxy)methyl)-1H-pyrrolo[2,3-b]pyridin-4-yl)-6,7-dihydro-4H-pyrazolo[5,1-c][1,4]oxazine FC=1C=CC(=NC1)C1=NN2C(COCC2)=C1C1=C2C(=NC=C1)N(C=C2)COCC[Si](C)(C)C